C(C)(C)(C)OC(=O)N1C=C(C2=CC(=CC=C12)F)C#C 3-Ethynyl-5-fluoro-1H-indole-1-carboxylic acid tert-butyl ester